2-(methanesulfonylsulfanyl)-2-methylpropan-1-ol CS(=O)(=O)SC(CO)(C)C